3-CHLOROTHIOPHENE ClC1=CSC=C1